(S)-2-(3-(5-((1-Cyclopropylethyl)Carbamoyl)-4H-1,2,4-Triazol-3-Yl)Phenyl)-N-(Dicyclopropylmethyl)Oxazole-5-Carboxamide C1(CC1)[C@H](C)NC(=O)C=1NC(=NN1)C=1C=C(C=CC1)C=1OC(=CN1)C(=O)NC(C1CC1)C1CC1